ClC=1C=C(C=C(C1F)Cl)CO (3,5-dichloro-4-fluorophenyl)methanol